3-chlorothieno[2,3-c]pyridine-4-carbaldehyde ClC1=CSC=2C=NC=C(C21)C=O